C(C)N(CC)CC.NC1=C(CS(=O)(=O)O)C=CC=C1 ortho-aminotoluenesulfonic acid-triethylamine salt